N1N=C(C=C1)CN1N=CC2=C(N(C=3C=C(C(=CC23)F)OC)C)C1=O 3-((1H-pyrazol-3-yl)methyl)-8-fluoro-7-methoxy-5-methyl-3,5-dihydro-4H-pyridazino[4,5-b]indol-4-one